6-(2,6-dichlorophenyl)-2-({4-[3-(diethylamino)propoxy]-3-fluorophenyl}amino)imidazo[1,2-a]pyrimido[5,4-e]pyrimidin-5(6H)-one ClC1=C(C(=CC=C1)Cl)N1C=2N(C3=C(C1=O)C=NC(=N3)NC3=CC(=C(C=C3)OCCCN(CC)CC)F)C=CN2